C1(CC1)C1=CC(=NC=C1)C(=O)N 4-cyclopropylpicolinamide